The molecule is a triol consisting of tetrahydrofuran with three hydroxy substituents located at position 2, 3 and 4. It is a member of oxolanes, a triol and a lactol. C1C(C(C(O1)O)O)O